C1=CC=CC=2C3=CC=CC=C3N(C12)C1=C(C#N)C=C(C(=C1N1C2=CC=CC=C2C=2C=CC=CC12)N1C2=CC=CC=C2C=2C=CC=CC12)C1=NC(=NC(=C1)C1=CC=CC=C1)C1=CC=CC=C1 2,3,4-tri(9H-carbazol-9-yl)-5-(2,6-diphenylpyrimidin-4-yl)benzonitrile